tert-butyl 3-[5-[[5-(1H-benzimidazol-2-yl)-1-methyl-pyrazol-3-yl]carbamoyl]-2-pyridyl]-3,8-diazabicyclo[3.2.1]octane-8-carboxylate N1C(=NC2=C1C=CC=C2)C2=CC(=NN2C)NC(=O)C=2C=CC(=NC2)N2CC1CCC(C2)N1C(=O)OC(C)(C)C